3-(4-fluorophenyl)-4-methyl-1H-indole FC1=CC=C(C=C1)C1=CNC2=CC=CC(=C12)C